FC(COC1=NC=2N(C(N1)=O)N=C(C2C2=CC(=C(C(=C2)F)F)F)C2OCCCC2)F 2-(2,2-difluoroethoxy)-7-[oxan-2-yl]-8-(3,4,5-trifluorophenyl)-3H-pyrazolo[1,5-a][1,3,5]triazin-4-one